5-[3-{[2-(Piperidin-3-yl)ethyl]amino}-4-(trifluoromethyl)phenyl]-1,3,4-oxadiazol-2(3H)-one N1CC(CCC1)CCNC=1C=C(C=CC1C(F)(F)F)C1=NNC(O1)=O